3-(dimethylamino)azepine CN(C1=CNC=CC=C1)C